manganese-copper-potassium [K].[Cu].[Mn]